C(C1=CC=CC=C1)OC1CN(CC1)C=1C=NC=C(C1)OCC1=CC=C(C=C1)OC 3-(3-(benzyloxy)pyrrolidin-1-yl)-5-((4-methoxybenzyl)oxy)pyridine